tert-butyl 2-[(4-(2-fluoro-4-[(4-(3-fluorophenyl) pyridin-2-yl) amino] phenoxy) pyridin-2-yl) amino]-5,6,7,8-tetrahydro-1,6-naphthyridine-6-carboxylate FC1=C(OC2=CC(=NC=C2)NC2=NC=3CCN(CC3C=C2)C(=O)OC(C)(C)C)C=CC(=C1)NC1=NC=CC(=C1)C1=CC(=CC=C1)F